9,9',9'',9'''-(3,6-bis(4,6-diphenyl-1,3,5-triazin-2-yl)benzene-1,2,4,5-tetrayl)tetrakis(3,6-dimethyl-9H-carbazole) C1(=CC=CC=C1)C1=NC(=NC(=N1)C1=CC=CC=C1)C=1C(=C(C(=C(C1N1C2=CC=C(C=C2C=2C=C(C=CC12)C)C)N1C2=CC=C(C=C2C=2C=C(C=CC12)C)C)C1=NC(=NC(=N1)C1=CC=CC=C1)C1=CC=CC=C1)N1C2=CC=C(C=C2C=2C=C(C=CC12)C)C)N1C2=CC=C(C=C2C=2C=C(C=CC12)C)C